3-oxo-2-(3-piperidin-1-yl-propyl)-2,3-dihydro-1H-isoindole O=C1N(CC2=CC=CC=C12)CCCN1CCCCC1